(1S,4R,5R)-1-Isopropyl-4-methylbicyclo[3.1.0]hexan-3-one C(C)(C)[C@@]12CC([C@@H]([C@H]2C1)C)=O